N-(5-((5-chloropyridin-2-yl)methoxy)-1,3,4-thiadiazol-2-yl)-4-(2-fluoro-6-methoxyphenyl)-6-methylpyridine-3-carboxamide ClC=1C=CC(=NC1)COC1=NN=C(S1)NC(=O)C=1C=NC(=CC1C1=C(C=CC=C1OC)F)C